C(C)N(C\C=C/C1=C(C=CC(=C1)F)S(=O)(=O)NC1=C(C2=C([C@@H]3[C@H](CO2)C3)C=C1)C(=O)O)CC (1aR,7bS)-5-[2-((Z)-3-diethylaminoprop-1-enyl)-4-fluorobenzenesulfonylamino]-1,1a,2,7b-tetrahydrocyclopropa[c]benzopyran-4-carboxylic acid